C(#C)C1=C2C=NNC2=CC=C1C(=O)N 4-Ethynyl-1H-indazole-5-carboxamide